2,8-diazabicyclo[3.3.0]octa-1(5),3,6-triene C1=2NC=CC2C=CN1